(S)-2-amino-3-(7-(6-(carboxymethyl)pyridazin-3-yl)-1H-indol-3-yl)propanoic acid N[C@H](C(=O)O)CC1=CNC2=C(C=CC=C12)C=1N=NC(=CC1)CC(=O)O